ClC1=CC(=C(C=C1)C1=CC=C(N=N1)N1C[C@H](CC1)NC1COCC1)OCOC (3S)-1-{6-[4-chloro-2-(methoxymethoxy)phenyl]pyridazin-3-yl}-N-(oxolan-3-yl)pyrrolidin-3-amine